N-(2-amino-2-methylpropyl)-6-(7-chloro-1H-indol-2-yl)pyrazine-2-carboxamide NC(CNC(=O)C1=NC(=CN=C1)C=1NC2=C(C=CC=C2C1)Cl)(C)C